(2,2,3,3-tetrafluoropropoxy)pyrimidin FC(COC1=NC=CC=N1)(C(F)F)F